CC1=CN(C(=O)NC1=O)[C@H]2CC[C@H](O2)COP(=O)([O-])OP(=O)([O-])OP(=O)([O-])[O-] The molecule is a 2',3'-dideoxyribonucleoside triphosphate oxoanion obtained from 2',3'-dideoxythymidine triphosphate by deprotonation of three of the four free triphosphate OH groups; major species at pH 7.3. It is a conjugate base of a ddTTP.